BrC(C)C=1C=CC=C2C(C=C(OC12)C1CCCCC1)=O 8-(1-bromoethyl)-2-cyclohexyl-chromen-4-one